(1R,2S,3R,6S,7aS)-3-(4-amino-7H-pyrrolo[2,3-d]pyrimidin-7-yl)-2,3,5,6,7,7a-hexahydro-1H-indene-1,2,6-triol NC=1C2=C(N=CN1)N(C=C2)[C@H]2[C@@H]([C@@H]([C@H]1C[C@H](CC=C21)O)O)O